tert-butyl ((2R,3S)-3-hydroxy-1-(((R)-1-(3-methoxyphenyl)ethyl)amino)-1-oxobutan-2-yl)carbamate O[C@H]([C@H](C(=O)N[C@H](C)C1=CC(=CC=C1)OC)NC(OC(C)(C)C)=O)C